tert-butyl N-[[1-[2-(3-chloro-4-methyl-phenyl)-5-hydroxy-pyrimidin-4-yl]pyrrolidin-3-yl]methyl]carbamate ClC=1C=C(C=CC1C)C1=NC=C(C(=N1)N1CC(CC1)CNC(OC(C)(C)C)=O)O